FC1(OC2=C(O1)C=CC(=C2)N(C(=O)C=2C=C(C=CC2)N2N=C(C=1CCC[C@H](C21)OC=2C=CC(=NC2)C(=O)OC)C(F)(F)F)C)F (R)-Methyl 5-[[1-[3-[(2,2-difluoro-1,3-benzodioxol-5-yl)-methylcarbamoyl]phenyl]-3-(trifluoromethyl)-4,5,6,7-tetrahydroindazol-7-yl]oxy]pyridin-2-carboxylat